C(CCC)C1(CS(C2=C(N(C1)C1=CC=C(C=C1)C(NC(C)(C)C)=O)C=C(C(=C2)O/C=C/C(=O)OCC)SC)(=O)=O)CC ethyl (E)-3-((3-butyl-5-(4-(tert-butylcarbamoyl)phenyl)-3-ethyl-7-(methylthio)-1,1-dioxido-2,3,4,5-tetrahydro-1,5-benzothiazepin-8-yl)oxy)acrylate